1-(azetidin-3-yl)-4-fluoropiperidine dihydrochloride Cl.Cl.N1CC(C1)N1CCC(CC1)F